1-(2,2-dimethoxy-2-phenylethoxy)-2-methoxy-4-propylbenzene COC(COC1=C(C=C(C=C1)CCC)OC)(C1=CC=CC=C1)OC